ClC1=CC=C(C=C1)N1C=C(C2=CC(=CC=C12)S(=O)(=O)NC)C=1N=CN(C1)C 1-(4-chlorophenyl)-N-methyl-3-(1-methyl-1H-imidazol-4-yl)-1H-indole-5-sulfonamide